C(=N)[NH-].[K+].C(#N)C1=CC=2N(N=C1)C(=CC2)C2=CC(=C(C=N2)C2=NN=C(S2)N2[C@@H]1CC[C@H](C2)[C@H]1NC(C)=O)NC(C)C N-((1R,4R,7R)-2-(5-(6-(3-cyanopyrrolo[1,2-b]pyridazin-7-yl)-4-(isopropylamino)pyridin-3-yl)-1,3,4-thiadiazol-2-yl)-2-azabicyclo[2.2.1]heptan-7-yl)acetamide potassium formamidine salt